ClC=1C(=NC(=NC1)NC1=C(C=C(C=C1)N1CCN(CC1)C)C1CC1)NCCCN1C(CCCC1)=O 1-(3-((5-chloro-2-((2-cyclopropyl-4-(4-methylpiperazin-1-yl)phenyl)amino)pyrimidin-4-yl)amino)propyl)piperidin-2-one